Cl.NC1=CC=C(C=C1)C=1NC(=C(N1)C1=CC=C(C=C1)N)C1=CC=C(C=C1)N 2,4,5-tri(4-aminophenyl)-1H-imidazole hydrochloride